C1(CC1)S(=O)(=O)NC=1SC(=C(N1)C(C(=O)NC1=CC=C(C=C1)C1=NC(=CN=C1)OCC)(C)C)C 2-(2-(cyclopropanesulfonylamino)-5-methylthiazol-4-yl)-N-(4-(6-ethoxypyrazin-2-yl)phenyl)-2-methylpropanamide